bispentazocine undecanedioate C(CCCCCCCCCC(=O)O)(=O)O.OC1=CC=2C3(C)C(C)C(CC2C=C1)N(CC=C(C)C)CC3.OC3=CC=1C2(C)C(C)C(CC1C=C3)N(CC=C(C)C)CC2